6-bromo-1-{3-[(tert-butyldimethylsilyl)oxy]-3-methylcyclobutyl}-1,2,3,4-tetrahydro-1,8-naphthyridin-2-one BrC=1C=C2CCC(N(C2=NC1)C1CC(C1)(C)O[Si](C)(C)C(C)(C)C)=O